(3E,6E)-3,7,11-trimethyl-dodeca-1,3,6,10-tetraene C/C(/C=C)=C\C\C=C(\CCC=C(C)C)/C